4-{[2-(2,6-dioxopiperidin-3-yl)-1,3-dioxoisoindolin-4-yl]amino}-N-{2-[2-(2-hydroxyethoxy)ethoxy]ethyl}butanamide O=C1NC(CCC1N1C(C2=CC=CC(=C2C1=O)NCCCC(=O)NCCOCCOCCO)=O)=O